((tert-butyldiphenylsilyl)oxy)propane-1,3-diamine [Si](C1=CC=CC=C1)(C1=CC=CC=C1)(C(C)(C)C)OC(CCN)N